(R)-7-(2-((2-ethyl-6-(4-(2-hydroxyethyl)piperazin-1-yl)pyridin-3-yl)amino)-5-(trifluoromethyl)pyrimidin-4-yl)-5-methyl-2,3-dihydro-5H-thieno[3,2-e][1,4]oxathiepine 1,1-dioxide C(C)C1=NC(=CC=C1NC1=NC=C(C(=N1)C1=CC=2S(CCO[C@@H](C2S1)C)(=O)=O)C(F)(F)F)N1CCN(CC1)CCO